nipecotate N1CC(C(=O)[O-])CCC1